4-((4,6-dimethylpyridin-2-yl)oxy)-2-fluorobenzaldehyde CC1=CC(=NC(=C1)C)OC1=CC(=C(C=O)C=C1)F